5-fucosyllactose C1([C@@H](O)[C@H](O)[C@H](O)[C@@H](O1)C)[C@]1([C@H]([C@@H]([C@H](C(O)O1)O)O)O[C@H]1[C@H](O)[C@@H](O)[C@@H](O)[C@H](O1)CO)CO